1-methyl-3-((5,6,7,8-tetrahydro-4H-pyrazolo[1,5-a][1,4]diazepin-2-yl)methyl)urea CNC(=O)NCC1=NN2C(CNCCC2)=C1